C(C)OP(=O)(OCC)C(C1=CC=C(C=C1)/C=C/C(=O)O)(F)F (E)-3-(4-((diethoxyphosphoryl)difluoromethyl)phenyl)acrylic acid